(rac)-[2-amino-4-(trifluoromethoxy)phenyl]-[4-[2-(1,4-dioxan-2-yl)-3H-imidazo[4,5-b]pyridin-7-yl]-1-piperidyl]methanone NC1=C(C=CC(=C1)OC(F)(F)F)C(=O)N1CCC(CC1)C1=C2C(=NC=C1)NC(=N2)[C@H]2OCCOC2 |r|